CC1(COCC1)N1CCCCC1 1-(3-methyltetrahydrofuran-3-yl)piperidin